[Pt+2].NC1C(CCCC1)N (1,2-diaminocyclohexane) platinum (II)